2-(1-(6-methoxypyridin-2-yl)-1H-pyrazol-4-yl)acetonitrile COC1=CC=CC(=N1)N1N=CC(=C1)CC#N